C(C)(=O)O[C@H](COC1=CC=C(C=C1)C(C)(C)C1=CC(=C(C(=C1)Cl)OC[C@H](CCl)O)Cl)CNS(=O)(=O)C (S)-1-(4-(2-(3,5-dichloro-4-((R)-3-chloro-2-hydroxypropoxy)phenyl)propan-2-yl)phenoxy)-3-(methylsulfonamido)propan-2-yl acetate